C(CCCCCCCCCCC)NC([C@@H](N)CCC(=O)NCCCCCCCCCCCC)=O N,N'-didodecyl-L-glutamic acid diamide